O=C1N(CC2=CC(=CC=C12)C1=NC=CC(=N1)C1=NC=CC=C1)C1C(NC(CC1)=O)=O 3-(1-oxo-5-(4-(pyridin-2-yl)pyrimidin-2-yl)isoindolin-2-yl)piperidine-2,6-dione